methyl (R)-1-((3,3-difluorocyclopentyl)methyl)-3-(difluoromethoxy)-4-(trifluoromethyl)-1H-pyrazole-5-carboxylate FC1(C[C@@H](CC1)CN1N=C(C(=C1C(=O)OC)C(F)(F)F)OC(F)F)F